CC1=C(N=C(S1)NC(CC=1C=C(OCCOCCOCCOCCOCCOCCOCCOCCOS(=O)(=O)C)C=CC1)=O)C=1C=C2CCN(C2=CC1)C(C1=C(C=CC=C1)C)=O Methanesulfonic acid 23-(3-(2-((5-methyl-4-(1-(2-methylbenzoyl) indolin-5-yl) thiazol-2-yl) amino)-2-oxoethyl) phenoxy)-3,6,9,12,15,18,21-heptaoxatricosyl ester